2,6-Bis[1-(2-tert.butylphenylimino)ethyl]pyridine iron(II) dichloride [Fe](Cl)Cl.C(C)(C)(C)C1=C(C=CC=C1)N=C(C)C1=NC(=CC=C1)C(C)=NC1=C(C=CC=C1)C(C)(C)C